1-(furan-3-yl)-N-methyl-methylamine O1C=C(C=C1)CNC